[N+](=[N-])=CC(CC[C@@H](C(=O)OC(C)C)NC([C@@H](C=1N=CSC1)OC)=O)=O isopropyl (S)-6-diazo-2-((R)-2-methoxy-2-(thiazol-4-yl)acetamido)-5-oxohexanoate